2-dimethylamino-4-trifluoromethyl-6H-1,3-oxazin-6-one CN(C=1OC(C=C(N1)C(F)(F)F)=O)C